FCCOC[C@H](C(C)C)NC(=O)C1=NC(=C(C=C1)N1CC(C1)OC)OC[C@H]1[C@H](C1)CO N-[(2S)-1-(2-fluoroethoxy)-3-methylbutan-2-yl]-6-{[(1R,2S)-2-(hydroxymethyl)cyclopropyl]methoxy}-5-(3-methoxyazetidin-1-yl)pyridine-2-carboxamide